C(=CCCCCCCCCCC\C=C/CC)=O (Z,E)-1,13-Hexadecadienal